Cl.C(#N)C=1N=C(OC1N(C(OCCCN(C)C)=O)C)C1=C(C(=CC(=C1)Cl)Cl)Cl 3-(dimethylamino)propyl (4-cyano-2-(2,3,5-trichlorophenyl)oxazol-5-yl)(methyl)carbamate hydrochloride